COCCN1C=NC=2C1=NC(=CC2N2CCOCC2)N2N=C(C=C2C(=O)OCC)C=2C=C(C=CC2)C ethyl 1-(3-(2-methoxyethyl)-7-morpholino-3H-imidazo[4,5-b]pyridin-5-yl)-3-(m-tolyl)-1H-pyrazole-5-carboxylate